N-[3-(5-chloro-1,3-benzothiazol-2-yl)-1-bicyclo[1.1.1]pentanyl]-2-isopropylsulfonyl-pyridine-4-carboxamide ClC=1C=CC2=C(N=C(S2)C23CC(C2)(C3)NC(=O)C3=CC(=NC=C3)S(=O)(=O)C(C)C)C1